ClC1=C(C(=O)N[C@H](C(=O)OC)CNC(CNC(C2=CC(=CC=C2)NC(=N)N)=O)=O)C(=CC(=C1)N1CCOCC1)Cl (S)-methyl 2-(2,6-dichloro-4-morpholinobenzamido)-3-(2-(3-guanidinobenzamido)acetamido)propanoate